3-methylsulfonylpropanamide CS(=O)(=O)CCC(=O)N